ClC1=C(C=C(C=O)C=C1)OC(F)F 4-chloro-3-(difluoromethoxy)benzaldehyde